8-(5-aminopyridin-3-yl)quinazolin NC=1C=C(C=NC1)C=1C=CC=C2C=NC=NC12